CN(C1=CC=C(S1)\C=C/1\C(=NOC1=O)C(=O)OCCCC)C butyl (Z)-4-((5-(dimethylamino)thiophen-2-yl)methylene)-5-oxo-4,5-dihydroisoxazole-3-carboxylate